C1(CC1)C1=NC=NC(=C1C1=NN2C(N(C(CC2)=O)CC2=CC(=C(C=C2)C=2N(C=C(N2)C(F)(F)F)CC)OC)=N1)OC 2-(4-cyclopropyl-6-methoxypyrimidin-5-yl)-4-(4-(1-ethyl-4-(trifluoromethyl)-1H-imidazol-2-yl)-3-methoxybenzyl)-6,7-dihydro-[1,2,4]triazolo[1,5-a]pyrimidin-5(4H)-one